N1=NC=C2C1=CN=C(C2)C(=O)O pyrazolo[3,4-c]pyridine-5-carboxylic acid